2,4,6-trimethylolmelamine C(O)C1(NC(NC(N1)(N)CO)(N)CO)N